[C@@H]1(NCC2=CC=CC=C12)C(=O)O (S)-isoindoline-1-carboxylic acid